O=C1OCCN1C1=C(C#N)C=CC=C1 (2-oxooxazolidin-3-yl)benzonitrile